(2S,4R)-N-((1H-pyrrolo[3,2-c]pyridin-2-yl)methyl)-4-(difluoromethoxy)-1-((7-methyldibenzo[b,d]furan-2-carbonyl)glycyl)pyrrolidine-2-carboxamide N1C(=CC=2C=NC=CC21)CNC(=O)[C@H]2N(C[C@@H](C2)OC(F)F)C(CNC(=O)C2=CC1=C(OC3=C1C=CC(=C3)C)C=C2)=O